Cl.Cl.N12CC(C(CC1)CC2)NCC2=CC=C(C=C2)OC (1-azabicyclo[2.2.2]oct-3-yl)-(4-methoxy-benzyl)-amine dihydrochloride